6-chloro-1-methoxy-2,7-naphthyridine-4-formaldehyde ClC=1C=C2C(=CN=C(C2=CN1)OC)C=O